N-(4-(((2-(2,6-dioxomorpholino)ethyl)amino)methyl)-3-(trifluoromethyl)phenyl)-3-(imidazo[1,2-b]pyridazin-3-ylethynyl)-4-methylbenzamide O=C1OC(CN(C1)CCNCC1=C(C=C(C=C1)NC(C1=CC(=C(C=C1)C)C#CC1=CN=C2N1N=CC=C2)=O)C(F)(F)F)=O